2-bromo-3-chloro-4-methylpyridine BrC1=NC=CC(=C1Cl)C